(2Z,5Z)-2-(p-tolylimino)-3-(4-chlorophenyl)-5-((2,3-dihydrobenzo[b][1,4]dioxin-6-yl)methylene)thiazolidin-4-one C1(=CC=C(C=C1)\N=C\1/S\C(\C(N1C1=CC=C(C=C1)Cl)=O)=C/C1=CC2=C(OCCO2)C=C1)C